2-{[(3R,6R)-1-{[3-fluoro-2-(2H-1,2,3-triazol-2-yl)phenyl]carbonyl}-6-methylpiperidin-3-yl]oxy}pyridine-4-carbonitrile FC=1C(=C(C=CC1)C(=O)N1C[C@@H](CC[C@H]1C)OC1=NC=CC(=C1)C#N)N1N=CC=N1